NCC1=CN=CC(=N1)NC1C(NC(CC1)=O)=O 3-((6-(Aminomethyl)pyrazin-2-yl)amino)piperidine-2,6-dione